ClC1=CC=C(C=C1)[C@H](C)NC(=O)[C@H]1N(C[C@@H](C1)O)C(CC1=CC(=NO1)C)=O (2S,4R)-N-((S)-1-(4-chlorophenyl)eth-yl)-4-hydroxy-1-(2-(3-methylisoxazol-5-yl)acetyl)pyrrolidine-2-carboxamide